ClC1=C(C=C(CNC(C(C)C)=O)C=C1)C=1NC(C=C(N1)C=1C=NC(=CC1)OCCCOCC)=O N-(4-chloro-3-{4-[6-(3-ethoxypropoxy)pyridin-3-yl]-6-oxo-1,6-dihydropyrimidin-2-yl}benzyl)isobutyramide